C(#N)C=1C=C(C=NC1N(C)C[C@H](C)O)C=1C(=CC(=C(C(=O)NC2CC2)C1)F)C (S)-5-(5-cyano-6-((2-hydroxypropyl)(methyl)amino)pyridin-3-yl)-N-cyclopropyl-2-fluoro-4-methylbenzamide